tri-para-toluylphosphine C1(=CC=C(C=C1)P(C1=CC=C(C=C1)C)C1=CC=C(C=C1)C)C